NCCCCCCNC(=O)NC=1NC(=CC(N1)=O)C N-(6-aminohexyl)-N'-(6-methyl-4-oxo-1,4-dihydro-pyrimidin-2-yl)urea